(8-(4-((1R,2S)-6-(tert-butoxy)-2-phenyl-1,2,3,4-tetrahydronaphthalen-1-yl)phenyl)-1-oxa-8-azaspiro[4.5]decan-2-yl)methyl 4-methylbenzenesulfonate CC1=CC=C(C=C1)S(=O)(=O)OCC1OC2(CC1)CCN(CC2)C2=CC=C(C=C2)[C@H]2[C@H](CCC1=CC(=CC=C21)OC(C)(C)C)C2=CC=CC=C2